[Si].[Sb] antimony-silicon